2-(3-((6-(((S)-1-(3-(tert-butyl)phenyl)ethyl)carbamoyl)-1,2-dimethyl-1H-indol-3-yl)methyl)phenoxy)propanoic acid C(C)(C)(C)C=1C=C(C=CC1)[C@H](C)NC(=O)C1=CC=C2C(=C(N(C2=C1)C)C)CC=1C=C(OC(C(=O)O)C)C=CC1